5-(4-(3-(7-fluoro-1-oxo-1,2-dihydroisoquinolin-3-yl)pyrrolidin-1-yl)piperidin-1-yl)-N-methylpicolinamide FC1=CC=C2C=C(NC(C2=C1)=O)C1CN(CC1)C1CCN(CC1)C=1C=CC(=NC1)C(=O)NC